C(C)(=O)N1CCC(CC1)C=1C=C(C=CC1)[C@H]1N(CCCC1)C(C(=O)NC=1C=NC=C(C1)C)=O |o1:15| Rel-(S)-2-(2-(3-(1-acetylpiperidin-4-yl)phenyl)piperidin-1-yl)-N-(5-methylpyridin-3-yl)-2-oxoacetamide